ClC1=CC=C2[C@@H](CC(OC2=C1)(CF)CF)NC(=O)NC1=C2C[C@@H](CC2=CC=C1)O 1-[(4R)-7-chloro-2,2-bis(fluoromethyl)-3,4-dihydrochromen-4-yl]-3-[(2R)-2-hydroxy-2,3-dihydro-1H-inden-4-yl]urea